CCCCCCCCC(CCCCCCCC)OC(=O)OCC(COC(=O)OC(CCCCCCCC)CCCCCCCC)OCCCN(C)C (3-{[1,3-bis({[(heptadecan-9-yloxy)carbonyl]oxy})propan-2-yl]oxy}propyl)dimethylamine